O=C1NC(CCC1C1=CC=C(C=C1)N1CCC(CC1)N(C)CC1CCC(CC1)C=1N=C2N(C=C(C(=C2)OC(C)C)C(=O)NC2=NC(=CC=C2)C(F)(F)F)C1)=O 2-[4-[[[1-[4-(2,6-dioxo-3-piperidyl)phenyl]-4-piperidyl]-methyl-amino]methyl]cyclohexyl]-7-isopropoxy-N-[6-(trifluoromethyl)-2-pyridyl]imidazo[1,2-a]pyridine-6-carboxamide